BrC=1C(=C(C=CC1)OPOC1=CC=CC=C1)Br dibromodiphenyloxyphosphine